4-nitropyridin [N+](=O)([O-])C1=CC=NC=C1